4-(2-(4-Chlorophenoxy)acetamido)-1-(3-(4-chlorophenoxy)propyl)piperidin ClC1=CC=C(OCC(=O)NC2CCN(CC2)CCCOC2=CC=C(C=C2)Cl)C=C1